FC1=C(C(=CC(=C1)C)F)NC(OC1=CC=CC=C1)=O phenyl (2,6-difluoro-4-methylphenyl)carbamate